ClC1=CC=C(C=C1)/C=C/C(=O)C1=CC=C(C=C1)NC1=CC=NC2=CC(=CC=C12)Cl (E)-3-(4-Chlorophenyl)-1-[4-[(7-chloroquinolin-4-yl)amino]phenyl]prop-2-en-1-one